N-methylsulfonyl-acetamide CS(=O)(=O)NC(C)=O